3-(4-((2-Chloro-9-isopropyl-9H-purin-6-yl)amino)-1-oxoisoindolin-2-yl)piperidine-2,6-dione ClC1=NC(=C2N=CN(C2=N1)C(C)C)NC1=C2CN(C(C2=CC=C1)=O)C1C(NC(CC1)=O)=O